NC(C(=O)O)CCOCP(=O)(O)O 2-amino-4-[(phosphonomethyl)oxy]butanoic acid